dibromocoronene BrC1=C(C2=CC=C3C=CC4=CC=C5C=CC6=CC=C1C1=C6C5=C4C3=C21)Br